C(C)(C)(C)OC(=O)N1C[C@@H](C=C1)C[C@@H]1N(C(OC1)(C)C)C(=O)OC(C)(C)C tert-butyl (S)-4-(((R)-1-(tert-butoxycarbonyl)-2,3-dihydro-1H-pyrrol-3-yl) methyl)-2,2-dimethyloxazolidine-3-carboxylate